CC1(CCN(CC1)C=1OC2=C(C=C(C=C2C(C1)=O)C)C(C)NC1=CC=CC2=C1N=C(O2)C(=O)O)C 4-[1-[2-(4,4-Dimethyl-1-piperidyl)-6-methyl-4-oxo-chromen-8-yl]ethylamino]-1,3-benzoxazole-2-carboxylic acid